2-(isoxazol-5-yl)-phenol O1N=CC=C1C1=C(C=CC=C1)O